2-(2,4-dihydroxybenzoyl)benzoic acid OC1=C(C(=O)C2=C(C(=O)O)C=CC=C2)C=CC(=C1)O